O1C2=C(OCC1)C=C(C=C2)C2=NC(=NC=C2)N2CCN(CC2)C(=O)[O-] 4-(4-(2,3-Dihydrobenzo[b][1,4]dioxin-6-yl)pyrimidin-2-yl)piperazine-1-carboxylate